(E)-(4-aminobut-2-en-1-yl)carbamic acid tert-butyl ester C(C)(C)(C)OC(NC\C=C\CN)=O